1-(4'-((5-Cyclopropyl-3-(2,6-dichlorophenyl)isoxazol-4-yl)methoxy)-[1,1'-biphenyl]-4-yl)cyclopropylmethanol C1(CC1)C1=C(C(=NO1)C1=C(C=CC=C1Cl)Cl)COC1=CC=C(C=C1)C1=CC=C(C=C1)C1(CC1)CO